C(C)OC(=O)CC(C=CC(=O)OC(C)(C)C)(C)C tert-butyl 5-ethoxycarbonyl-4,4-dimethyl-2-pentenoate